5,8-bis(4-([2,2':6',2''-terpyridyl]-4'-yl)phenyl)-2,3-dimethylquinoxaline N1=C(C=CC=C1)C1=NC(=CC(=C1)C1=CC=C(C=C1)C1=C2N=C(C(=NC2=C(C=C1)C1=CC=C(C=C1)C1=CC(=NC(=C1)C1=NC=CC=C1)C1=NC=CC=C1)C)C)C1=NC=CC=C1